3-(2-Boronoethyl)-2-hydroxy-6-[(1-D-valylazetidin-3-yl)oxy]benzoic acid B(O)(O)CCC=1C(=C(C(=O)O)C(=CC1)OC1CN(C1)C([C@H](N)C(C)C)=O)O